BrC1=CC=C(C=C1)C1=NNC=C1I 3-(4-bromophenyl)-4-iodo-1H-pyrazole